[Cl-].[N+](=O)([O-])C1=C(C=CC(=C1)[N+](=O)[O-])[N+]1=CC=C(C=C1)C1=CC=[NH+]C=C1.[Cl-] 1-(2,4-dinitrophenyl)-4,4'-bipyridinium chloride